6-amino-2-(6-amino-2-azaspiro[3.4]octan-2-yl)-5-((2,3-dichlorophenyl)thio)-3-methylpyrimidin-4(3H)-one NC1=C(C(N(C(=N1)N1CC2(C1)CC(CC2)N)C)=O)SC2=C(C(=CC=C2)Cl)Cl